2,8-dimethylcyclooctanone CC1C(C(CCCCC1)C)=O